FCC(=O)OC1CN(CCC1C=1C(=CC(=C2C(C=C(OC12)C1=C(C=CC=C1)Cl)=O)O)O)C 4-(2-(2-chlorophenyl)-5,7-dihydroxy-4-oxo-4H-chromen-8-yl)-1-methylpiperidin-3-yl 2-fluoroacetate